[3-[[2-Fluoro-4-(trifluoromethoxy)phenyl]methylamino]azetidin-1-yl]-[(3S)-3-(tetrazol-1-yl)pyrrolidin-1-yl]methanone FC1=C(C=CC(=C1)OC(F)(F)F)CNC1CN(C1)C(=O)N1C[C@H](CC1)N1N=NN=C1